Cl.C1(CCC1)C1=C(C=C(N)C=C1)C1=NN(C=C1)C 4-cyclobutyl-3-(1-methyl-1H-pyrazol-3-yl)aniline hydrochloride